N-((2S)-1-((2-cyano-2-((R)-4-isopropyl-2-oxoimidazolidin-1-yl)-2,3-dihydro-1H-inden-5-yl)amino)-3,3-dicyclopropyl-1-oxopropan-2-yl)-4-methyl-1,2,5-oxadiazole-3-carboxamide C(#N)C1(CC2=CC=C(C=C2C1)NC([C@H](C(C1CC1)C1CC1)NC(=O)C1=NON=C1C)=O)N1C(N[C@@H](C1)C(C)C)=O